4,6-dicyclopropylpyrimidin-5-amine C1(CC1)C1=NC=NC(=C1N)C1CC1